Undecylisocyanat C(CCCCCCCCCC)N=C=O